1-(benzyloxy)-N-methoxy-N-methylcyclopropane-1-carboxamide C(C1=CC=CC=C1)OC1(CC1)C(=O)N(C)OC